2-(1-((2R,3R)-3-(2,4-difluorophenyl)-3-hydroxy-4-(1H-1,2,4-triazol-1-yl)-2-butyl)piperidin-4-ylidene)acethydrazide aluminum iridium [Ir].[Al].FC1=C(C=CC(=C1)F)[C@]([C@@H](C)N1CCC(CC1)=CC(=O)NN)(CN1N=CN=C1)O